N-methyl-4-octyl-N-octadecyl-anilinium tetrakis(perfluoronaphthalen-2-yl)borate FC1=C(C(=C(C2=C(C(=C(C(=C12)F)F)F)F)F)F)[B-](C1=C(C2=C(C(=C(C(=C2C(=C1F)F)F)F)F)F)F)(C1=C(C2=C(C(=C(C(=C2C(=C1F)F)F)F)F)F)F)C1=C(C2=C(C(=C(C(=C2C(=C1F)F)F)F)F)F)F.C[NH+](C1=CC=C(C=C1)CCCCCCCC)CCCCCCCCCCCCCCCCCC